1-(2-chloro-5-(4-(4-hydroxybutyl)piperazin-1-yl)phenyl)dihydropyrimidine ClC1=C(C=C(C=C1)N1CCN(CC1)CCCCO)N1CNCC=C1